C[C@@]12[C@@H](O)CC[C@H]1[C@@H]1CC[C@H]3CC(O)CC[C@]3(C)[C@H]1CC2 α,5α-androstanediol